N1CCC(CC1)CC1=CN=C2C(=NC(=NN21)OCC2COCC2)N 7-(piperidin-4-ylmethyl)-2-((tetrahydro-furan-3-yl)methoxy)imidazo[2,1-f][1,2,4]triazin-4-amine